tert-butyl (3S)-3-[4-(2,6-dioxo-3-piperidyl)phenyl]piperidine-1-carboxylate O=C1NC(CCC1C1=CC=C(C=C1)[C@H]1CN(CCC1)C(=O)OC(C)(C)C)=O